C(#N)C=1C(=NC(=CC1C(F)(F)F)C)N1[C@@H](CCC1)C(=O)NC1=CC=C(C=C1)F (S)-1-(3-cyano-6-methyl-4-(trifluoromethyl)pyridin-2-yl)-N-(4-fluorophenyl)pyrrolidine-2-carboxamide